C(#CC)C1=CNC2=NC=CN=C12 3-propynyl-4,7-diazaindole